ClC=1C=2C(N=C3N(C2C=CC1)C1=CC(=CC=C1C3(C)C)C3CCN(CC3)CC3CCC(CC3)C(=O)OCC)=O ethyl (1r,4r)-4-((4-(4-chloro-7,7-dimethyl-5-oxo-5,7-dihydroindolo[1,2-a]quinazolin-10-yl)piperidin-1-yl)methyl)cyclohexane-1-carboxylate